COC1=CC=CC(=N1)C(C=C)=O 1-(6-methoxypyridin-2-yl)prop-2-en-1-one